N-cyclobutyl-5-(1-methyl-1H-benzo[d][1,2,3]triazol-6-yl)pyrrolo[2,1-f][1,2,4]triazin-2-amine C1(CCC1)NC1=NN2C(C=N1)=C(C=C2)C=2C=CC1=C(N(N=N1)C)C2